6-cyclopropoxy-5-((1r,5r)-2-methyl-2,6-diazabicyclo[3.2.0]hept-6-yl)quinazolin-4-amine C1(CC1)OC=1C(=C2C(=NC=NC2=CC1)N)N1[C@@H]2CCN([C@@H]2C1)C